quinoline-4-Nitrile N1=CC=C(C2=CC=CC=C12)C#N